FC1=CC=C(C=C1)N1C=CC2=CC(=CC=C12)C(=O)N1CCN(CC1)C1=NC2=CC=CC=C2C(N1)=O 2-[4-[1-(4-Fluorophenyl)indole-5-carbonyl]piperazin-1-yl]-3H-quinazolin-4-one